[[2-[(2S,5R)-5-methyl-2-[2-(methylamino)-1,3-benzothiazol-5-yl]-1-piperidyl]-2-oxo-acetyl]amino]pyridine-3-carboxamide C[C@@H]1CC[C@H](N(C1)C(C(=O)NC1=NC=CC=C1C(=O)N)=O)C=1C=CC2=C(N=C(S2)NC)C1